C(C1=CC=CC=C1)OC(=O)N[C@H](C(=O)OC)CNCCNC(=O)OC(C)(C)C Methyl (S)-2-(((benzyloxy)carbonyl)amino)-3-((2-((tert-butoxycarbonyl)amino)ethyl)amino)propanoate